4-((3-methoxy-4-(2-methyl-2H-1,2,3-triazol-4-yl)pyridin-2-yl)amino)-N-(methyl-d3)pyridazine-3-carboxamide COC=1C(=NC=CC1C1=NN(N=C1)C)NC1=C(N=NC=C1)C(=O)NC([2H])([2H])[2H]